1-(but-2-yn-1-yl)-3-hydroxy-3-phenyl-1,3-dihydro-2H-pyrrolo[2,3-b]pyridin-2-one C(C#CC)N1C(C(C=2C1=NC=CC2)(C2=CC=CC=C2)O)=O